N-[(1S)-1-[(5-bromo-6-fluoro-2-pyridyl)carbamoyl]-2,2-dicyclopropyl-ethyl]-2-ethyl-pyrazole-3-carboxamide BrC=1C=CC(=NC1F)NC(=O)[C@H](C(C1CC1)C1CC1)NC(=O)C=1N(N=CC1)CC